O=C(C=CC1=CC=C(CNC([O-])=O)C=C1)NOC1OCCCC1 (4-(3-oxo-3-(((tetrahydro-2H-pyran-2-yl)oxy)amino)prop-1-en-1-yl)benzyl)carbamate